2,6-di-tertiary butyl-p-methyl-phenol C(C)(C)(C)C1=C(C(=CC(=C1)C)C(C)(C)C)O